5-chloro-4-(4-methylpiperazin-1-yl)pyridin-2-amine ClC=1C(=CC(=NC1)N)N1CCN(CC1)C